N=1NN=NC1C1=C(C(=O)N)C=CC=C1 (2H-tetrazol-5-yl)benzamide